N-Benzyl-N-isopropyl-4-(3-thiazol-2-ylmethyl-ureido)-benzenesulfonamide C(C1=CC=CC=C1)N(S(=O)(=O)C1=CC=C(C=C1)NC(=O)NCC=1SC=CN1)C(C)C